1,4-bis(dodecyloxy)-2,5-diacetylethylbenzene C(CCCCCCCCCCC)OC(CC(C)=O)C1=CC=C(C(=C1)C(C)=O)OCCCCCCCCCCCC